COC(=O)C=1C=CC2=CN(N=C2C1)CC1=CC(=CC=C1)Cl 2-(3-Chlorobenzyl)-2H-indazole-6-carboxylic acid methyl ester